C(C)(C)(C)OC(=O)N1CC2(C1)CCN(CC2)CCCOC=2C=C(C=CC2)C2=C(C(=CC=C2)COC2=C(C=C(C(=C2)O)C=O)Cl)C 7-(3-((3'-((2-chloro-4-formyl-5-hydroxyphenoxy)methyl)-2'-methyl-[1,1'-biphenyl]-3-yl)oxy)propyl)-2,7-diazaspiro[3.5]nonane-2-carboxylic acid tert-butyl ester